1-fluoropyridin-3-yl-6-hydroxypyrazolo[1,5-a]pyridine-3-carbonitrile FN1CC(=CC=C1)C1=NN2C(C=CC(=C2)O)=C1C#N